COB1OC(C2=C1C=CC(=C2)NC2=NC=C(C(=C2)N[C@H](CO)C2=CC=CC=C2)C=2OC(=NN2)C)(C)C (S)-2-((2-((1-methoxy-3,3-dimethyl-1,3-dihydrobenzo[c][1,2]oxaborol-5-yl)amino)-5-(5-methyl-1,3,4-oxadiazol-2-yl)pyridin-4-yl)amino)-2-phenylethan-1-ol